ethyl 9,10-difluoro-7-oxo-3-(prop-2-yl)-2,3-dihydro[1,4]oxazino[2,3,4-ij]quinoline-6-carboxylate FC=1C=C2C(C(=CN3C2=C(C1F)OCC3C(C)C)C(=O)OCC)=O